CC=1C(=NC(=NC1)NC1=CC(=CC(=C1)C(F)(F)F)C(C)NC)NC=1C=CC2=C(NC(O2)=O)C1 5-(5-methyl-2-(3-(1-(methylamino)ethyl)-5-(trifluoromethyl)phenylamino)pyrimidin-4-ylamino)benzo[d]oxazol-2(3H)-one